CC=1SC(=C(N1)C)CN1C(N(C(C2=C1SC(=C2)S(=O)(=O)NC2(CC2)C)=O)CC=2C=NN(C2)C)=O ((2,4-dimethylthiazol-5-yl)methyl)-3-((1-methyl-1H-pyrazol-4-yl)methyl)-N-(1-methylcyclopropyl)-2,4-dioxo-1,2,3,4-tetrahydrothieno[2,3-d]pyrimidine-6-sulfonamide